N-cyclopropylcyclopropanamine hydrochloride Cl.C1(CC1)NC1CC1